C(=O)(O)C=1C=C(C=C(C1)C(=O)O)C1=CC=CC=C1 3,5-dicarboxy-1,1'-biphenyl